C(C)(C)(C)OC(=O)N1C[C@H]([C@@H](CC1)OC=1C=NC(=CC1)[N+](=O)[O-])F trans-3-fluoro-4-((6-nitropyridin-3-yl)oxy)piperidine-1-carboxylic acid tert-butyl ester